6-METHYL-TRIDECANE CC(CCCCC)CCCCCCC